C(#N)CNC1=NC(=CC=C1C1=CC2(CC(C2)(F)F)CCN1C(=O)OC(C)(C)C)C(=O)OC tert-Butyl 6-{2-[(cyanomethyl)amino]-6-(methoxycarbonyl)pyridin-3-yl}-2,2-difluoro-7-azaspiro[3.5]non-5-ene-7-carboxylate